C1(=CC=CC=C1)[Si](C1=CC=C(C=C1)C1=C(C=CC=2C3=CC=CC=C3CC12)N)(C1=CC=CC=C1)C1=CC=CC=C1 (4-(triphenyl-silyl)phenyl)-9H-fluoren-2-amine